BrC=1C=CC(=C(C1)C1=C(C=CC=C1)C)S(=O)(=O)N1CCC(CC1)(C(=O)N[C@H](C)\C=C/S(=O)(=O)C)F (R,Z)-1-((5-bromo-2'-methyl-[1,1'-biphenyl]-2-yl)sulfonyl)-4-fluoro-N-(4-(methylsulfonyl)but-3-en-2-yl)piperidine-4-carboxamide